4,6-dichloro-1-cyclopropyl-1H-pyrazolo[4,3-c]pyridine ClC1=NC(=CC2=C1C=NN2C2CC2)Cl